COC1=CC=NC(=N1)N 6-methoxy-pyrimidin-2-amine